(3aS,7R,7aR)-4-(tert-butoxymethyl)-2,2-dimethyl-3a,4,5,6,7,7a-hexahydro-[1,3]di-oxolo[4,5-c]pyridin-7-ol C(C)(C)(C)OCC1NC[C@H]([C@@H]2[C@H]1OC(O2)(C)C)O